(R)-3-allyl-5-nitro-3,4-dihydro-2H-benzo[b][1,4]oxazine-7-carboxylic acid methyl ester COC(=O)C=1C=C(C2=C(OC[C@H](N2)CC=C)C1)[N+](=O)[O-]